ClS(=O)(=O)C=1C=NN2C1OC[C@@H](C2)CC(=O)O.CC=2C=C(C(=CC2)N)C2=CC(=CC=C2N)C 3,3'-dimethyl-6,6'-diaminobiphenyl (R)-3-(chloro-sulfonyl)-6,7-dihydro-5H-pyrazolo[5,1-b][1,3]oxazin-6-yl-acetate